ClC1=CC=C(C=C1)N1C(=NC2=C1C=NC=C2)C2=CC=C(C=C2)CN2CCOCC2 4-({4-[3-(4-Chlorophenyl)-3H-imidazo[4,5-c]pyridin-2-yl]phenyl}methyl)morpholine